Methyl 2-(2-(2-(4-(((2-methoxyethoxy)carbonyl)amino)piperidin-1-yl) thiazole-4-carboxamido)acrylamido)acrylate COCCOC(=O)NC1CCN(CC1)C=1SC=C(N1)C(=O)NC(C(=O)NC(C(=O)OC)=C)=C